tert-butyl-4-(2-methyl-4-((6-((3-(p-tolyl)pyridin-4-yl)thio)hexyl)amino)phenyl)piperazine C(C)(C)(C)N1CCN(CC1)C1=C(C=C(C=C1)NCCCCCCSC1=C(C=NC=C1)C1=CC=C(C=C1)C)C